Meso-2,3-diaminosuccinic acid [C@@H]([C@@H](C(=O)O)N)(C(=O)O)N